3,5-dichloro-7-fluoro-4-iodo-1-(tetrahydro-2H-pyran-2-yl)-1H-indazole ClC1=NN(C2=C(C=C(C(=C12)I)Cl)F)C1OCCCC1